Aminothiostearone NCCCCCCCCCCCCCCCCCC(CCCCCCCCCCCCCCCCC)=S